CNC(=O)N methylurea